(R)-N-[(5S)-1'-(7-bromo-6-methyl-pyrazolo[1,5-a]pyrazin-4-yl)-2-methoxy-spiro[5,7-dihydro-cyclopenta[b]pyridin-6,4'-piperidin]-5-yl]-2-methyl-propane-2-sulfinamide BrC1=C(N=C(C=2N1N=CC2)N2CCC1(CC2)[C@@H](C=2C(=NC(=CC2)OC)C1)N[S@](=O)C(C)(C)C)C